BrC1=CC(=C(S1)[C@H]1N([C@@H](CC2=C1NC1=CC=CC=C21)C)CC(C)(C)F)F (1S,3R)-1-(5-Bromo-3-fluorothiophen-2-yl)-2-(2-fluoro-2-methylpropyl)-3-methyl-2,3,4,9-tetrahydro-1H-pyrido[3,4-b]indole